N-(2-(7-chloro-2-((2-fluoro-4-(4-methylpiperazin-1-yl)phenyl)amino)quinazolin-8-yl)pyridin-4-yl)acrylamide ClC1=CC=C2C=NC(=NC2=C1C1=NC=CC(=C1)NC(C=C)=O)NC1=C(C=C(C=C1)N1CCN(CC1)C)F